5-[(1E)-2-methyl-3-phenoxyprop-1-en-1-yl]-1,3-thiazole-4-carboxylic acid ethyl ester C(C)OC(=O)C=1N=CSC1\C=C(\COC1=CC=CC=C1)/C